2-(4-Fluorophenyl)quinazolin FC1=CC=C(C=C1)C1=NC2=CC=CC=C2C=N1